6-(DIMETHYLAMINO)-2-METHYLPYRIDINE-3-BORONIC ACID CN(C1=CC=C(C(=N1)C)B(O)O)C